(3R,4S)-3-Fluoro-1-(oxetan-3-yl)piperidin-4-yl (8-amino-7-fluoro-6-(8-methyl-2,3-dihydro-1H-pyrido[2,3-b][1,4]oxazin-7-yl)isoquinolin-3-yl)carbamate NC=1C(=C(C=C2C=C(N=CC12)NC(O[C@@H]1[C@@H](CN(CC1)C1COC1)F)=O)C1=C(C2=C(OCCN2)N=C1)C)F